1-(3-bromo-1H-pyrazol-1-yl)-2-methylpropan-2-ol BrC1=NN(C=C1)CC(C)(O)C